BrC1=C(C=C(C=C1OC)[C@H](CCC1OCCCO1)N[S@@](=O)C(C)(C)C)OC (S-2S)-N-[(1S)-1-(4-bromo-3,5-dimethoxyphenyl)-3-(1,3-dioxan-2-yl)propyl]-2-methylpropane-2-sulfinamide